methylenetetrahydropyrrole C=C1NCCC1